1-tert-butoxy-2-propanol C(C)(C)(C)OCC(C)O